(E)-5-(1-(3-(2-bromophenyl)-4-methoxy-4-oxobut-2-en-2-ylamino)ethyl)hexahydrocyclopenta[c]pyrrole-2(1H)-carboxylic acid tert-butyl ester C(C)(C)(C)OC(=O)N1CC2C(C1)CC(C2)C(C)N\C(\C)=C(\C(=O)OC)/C2=C(C=CC=C2)Br